ClC=1C(=C(C=C(C1)C(F)(F)F)O)C=1N=NC(=CC1)NC1CN(CCC1)C 3-chloro-2-(6-((1-methylpiperidin-3-yl)amino)pyridazin-3-yl)-5-(trifluoromethyl)phenol